(1R,2S,5S)-6,6-Dimethyl-3-(4-methyl-1H-indole-2-carbonyl)-N-((S)-1-oxo-3-((S)-2-oxopyrrolidin-3-yl)propan-2-yl)-3-azabicyclo[3.1.0]hexane-2-carboxamide CC1([C@H]2CN([C@@H]([C@@H]12)C(=O)N[C@H](C=O)C[C@H]1C(NCC1)=O)C(=O)C=1NC2=CC=CC(=C2C1)C)C